3-(3-(2,4-dioxotetrahydropyrimidin-1(2H)-yl)-4-Tolyl)-3-azaspiro[5.5]undecane-9-carbaldehyde O=C1N(CCC(N1)=O)C=1C=C(C=CC1N1CCC2(CC1)CCC(CC2)C=O)C